C(CCCCCCCCCCC)C=1C=CC(=C(C1)S(=O)(=O)O)OC1=C(C=C(C=C1)CCCCCCCCCCCC)S(=O)(=O)O 5-dodecyl-2-(4-dodecyl-2-sulfophenoxy)benzenesulfonic acid